N1(CCCCC1)C(=O)N piperidineamide